CONCC=1C(NC(N([C@H]2[C@H](O)[C@H](O)[C@@H](CO)O2)C1)=S)=O 5-methoxyaminomethyl-2-thiouridine